N1(C=NC=C1)CCOC=1C=C(C=2N(C1)N=CC2C#N)C=2C=NC(=CC2)F 6-(2-(1H-imidazol-1-yl)ethoxy)-4-(6-fluoropyridin-3-yl)pyrazolo[1,5-a]pyridine-3-carbonitrile